O1CCNC2=C1C=CC(=C2)S(=O)(=O)N2N=C1C(=C2)CN(C1)C([C@H]([C@H](C)O)C1=CC=CC=C1)=O (2S,3S)-1-[2-(3,4-dihydro-2H-1,4-benzoxazine-6-sulfonyl)-2H,4H,5H,6H-pyrrolo[3,4-c]pyrazol-5-yl]-3-hydroxy-2-phenylbutan-1-one